ON=C(CC(C1=CC=CC=C1)P(O)(=O)C(C)C)C (3-(hydroxyimino)-1-phenylbutyl)(isopropyl)phosphinic acid